benzyl 4-(4-chloro-6-methyl-9H-pyrimido[4,5-b]indol-7-yl)piperazine-1-carboxylate ClC1=NC=NC=2NC3=CC(=C(C=C3C21)C)N2CCN(CC2)C(=O)OCC2=CC=CC=C2